ClC=1C=C(C=C(C1Cl)Cl)/C=C/CC#N (E)-4-(3,4,5-trichlorophenyl)but-3-enenitrile